4-(cumyl)morpholine C(C)(C)(C1=CC=CC=C1)N1CCOCC1